5-((E)-2-((1S,2R,3R,5S)-3,5-dihydroxy-2-((2Z,5Z)-octa-2,5-dien-1-yl)cyclopentyl)vinyl)dihydrofuran-2(3H)-one O[C@H]1[C@@H]([C@@H]([C@H](C1)O)/C=C/C1CCC(O1)=O)C\C=C/C\C=C/CC